C(C)(C)N(CCC1=CNC=2C(=CC=C(C12)O)C)C 3-(2-(isopropyl-(methyl)amino)ethyl)-7-methyl-1H-indol-4-ol